2-[(3-{5-[(4-chloro-2-fluorophenoxy)methyl]-2-fluorophenyl}pyrrolidin-1-yl)methyl]-1-{[(2S)-oxetan-2-yl]methyl}-1H-1,3-benzodiazole-6-carboxylic acid ClC1=CC(=C(OCC=2C=CC(=C(C2)C2CN(CC2)CC2=NC3=C(N2C[C@H]2OCC2)C=C(C=C3)C(=O)O)F)C=C1)F